O1C[C@@H](CC1)C1=CC(=NN1)N (S)-5-(tetrahydrofuran-3-yl)-1H-pyrazol-3-amine